N1C(=CC2=CC=CC=C12)C1=CC=CC=C1C=C1C(N(C(S1)=NN=C1C(NC2=CC=C(C=C12)Cl)=O)C1=CC=CC=C1)=O 3-(2-(5-(1H-indolbenzylidene)-3-phenyl-4-oxothiazolidin-2-ylidene)hydrazono)-5-chloro-1H-indol-2-one